4-[8-(oxetan-3-yl)-3,8-diazabicyclo[3.2.1]octan-3-yl]-6-pyridazin-4-ylpyrrolo[1,2-b]pyridazine O1CC(C1)N1C2CN(CC1CC2)C=2C=1N(N=CC2)C=C(C1)C1=CN=NC=C1